1,2,3-tris(4-cyanophenyl)propane C(#N)C1=CC=C(C=C1)CC(CC1=CC=C(C=C1)C#N)C1=CC=C(C=C1)C#N